Cl.C(C)(C)(C)OC(=O)N1CCC(CC1)N1CCNCC1.C(C1=CC=CC=C1)C(CCC(=O)O)CC(CC)C(=O)OCC1=CC=C(C=C1)CCC 3-benzylcarboxy-5-(4-propylbenzylcarboxy)heptane tert-butyl-4-(piperazin-1-yl)piperidine-1-carboxylate hydrochloride